4-hydroxy-cyclohexylamino-4-[4-(2-oxo-1,4-dihydro-2H-quinazolin-3-yl)-piperidin-1-yl]-butane-1,4-dione OC1CCC(CC1)NC(CCC(=O)N1CCC(CC1)N1C(NC2=CC=CC=C2C1)=O)=O